C1(CC1)[C@H]1N(CCN(C1)C)CC1=CC(=C2CN(C(C2=C1)=O)C1=CC(=CC=C1)C1(CC(C1)(F)F)CC1=NN=CN1C)C(F)(F)F (R)-6-((2-cyclopropyl-4-methylpiperazin-1-yl)methyl)-2-(3-(3,3-difluoro-1-((4-methyl-4H-1,2,4-triazol-3-yl)methyl)cyclobutyl)phenyl)-4-(trifluoromethyl)isoindolin-1-one